(2R,3R)-(2-methylazetidin-3-yl)piperazine-1-carboxylate C[C@H]1NC[C@H]1OC(=O)N1CCNCC1